C(=O)(O)C1(CCC1)NC1=CC(=C(C(=O)N)C=C1)F 4-(1-carboxyl-cyclobutylamino)-2-fluoro-benzamide